1-(5-(5-chloro-2-methoxypyridin-4-yl)-1H-pyrazole-3-carbonyl)-N-((5-methylpyridin-2-yl)methyl)piperidine-4-carboxamide ClC=1C(=CC(=NC1)OC)C1=CC(=NN1)C(=O)N1CCC(CC1)C(=O)NCC1=NC=C(C=C1)C